Methyl 2-(1H-imidazole-1-carboxamido)-4-methylthiophene-3-carboxylate N1(C=NC=C1)C(=O)NC=1SC=C(C1C(=O)OC)C